C(C)C1=CC(=NC=C1)CN(C)C 4-ethyl-N,N-dimethyl-2-pyridinemethanamine